(2R)-(3-amino-2-fluoropropyl)sulfinic acid NC[C@H](CS(=O)O)F